N-((3S,4S)-1,3-dimethylpiperidin-4-yl)-6-(3-((2-methoxy-4-((2-methoxyethyl)carbamoyl)phenyl)amino)prop-1-yn-1-yl)-1-(2,2,2-trifluoroethyl)-1H-benzo[d]imidazole-4-carboxamide CN1C[C@@H]([C@H](CC1)NC(=O)C1=CC(=CC=2N(C=NC21)CC(F)(F)F)C#CCNC2=C(C=C(C=C2)C(NCCOC)=O)OC)C